N-(5-(dimethylamino)pentyl)-5-[76Br]bromopicolinamide CN(CCCCCNC(C1=NC=C(C=C1)[76Br])=O)C